Hydroxymethylresorcinol OCC1=C(O)C=CC=C1O